C(C)(C)(C)NC(NC1=CC2=C(N(C([C@H](O2)C)=O)[C@@H](C)C2=CC(=CC=C2)Cl)C=C1)=O 3-tert-butyl-1-[(2R)-4-[(1S)-1-(3-chlorophenyl)ethyl]-2-methyl-3-oxo-2H-1,4-benzoxazin-7-yl]urea